2-(naphthalen-2-yl)-1H-benzo[d]imidazol-5-amine C1=C(C=CC2=CC=CC=C12)C1=NC2=C(N1)C=CC(=C2)N